CN1N=C(C=C1CC1=CC=C(C=C1)C(F)(F)F)C(=O)OCC ethyl 1-methyl-5-[[4-(trifluoromethyl)phenyl]methyl]pyrazole-3-carboxylate